BrC1=CC=C2SC=3C=CC(=CC3SC2=C1)C1=NC(=NC(=C1)C1=CC=CC=C1)C1=CC=CC=C1 4-(8-bromothianthren-2-yl)-2,6-diphenylpyrimidine